IC=1C=CC(=C(C1)S(=O)(=O)Cl)OC 5-iodo-2-methoxybenzenesulfonyl chloride